C(CC)N1N=CC=2C1=NC(=NC2)NC2CCC(CC2)NC(=O)N 1-((1r,4r)-4-((1-propyl-1H-pyrazolo[3,4-d]pyrimidin-6-yl)amino)cyclohexyl)urea